ethyl 1-(tetrahydro-2H-pyran-2-yl)-3-(thiazol-4-yl)-1H-pyrazole-5-carboxylate O1C(CCCC1)N1N=C(C=C1C(=O)OCC)C=1N=CSC1